N-((3R,5S)-1-(7-(8-ethynyl-3-hydroxynaphthalen-1-yl)-8-fluoro-2-((tetrahydro-1H-pyrrolizin-7a(5H)-yl)methoxy)pyrido[4,3-d]pyrimidin-4-yl)-5-hydroxy-5-methylazepan-3-yl)acrylamide C(#C)C=1C=CC=C2C=C(C=C(C12)C1=C(C=2N=C(N=C(C2C=N1)N1C[C@@H](C[C@@](CC1)(C)O)NC(C=C)=O)OCC12CCCN2CCC1)F)O